(S)-quinuclidin-3-yl ((R)-6-fluoro-5-(4-isobutylphenyl)-2,2-dimethyl-2,3-dihydro-1H-inden-1-yl)carbamate FC1=C(C=C2CC([C@H](C2=C1)NC(O[C@@H]1CN2CCC1CC2)=O)(C)C)C2=CC=C(C=C2)CC(C)C